5H-[1,5'-bitetrazole]-2'-amine N1(NN=NC1)C=1N=NN(N1)N